ClCC(=O)N1N(CCN(CC1)C(CCC(=O)OCC1=CC=CC=C1)=O)C(CCl)=O benzyl 4-(1,2-bis(2-chloroacetyl)-1,2,5-triazepan-5-yl)-4-oxobutanoate